4-PHENYL-1H-PYRROLO[2,3-B]PYRIDINE-2-BORONIC ACID C1(=CC=CC=C1)C1=C2C(=NC=C1)NC(=C2)B(O)O